2-fluoro-1,3-dimethylimidazolium hexafluorophosphate F[P-](F)(F)(F)(F)F.FC=1N(C=C[N+]1C)C